6-(2-(fluoromethyl)-4-(furo[3,2-c]pyridin-4-yloxy)phenyl)-5-methylpyrimidine-2,4(1H,3H)-dione FCC1=C(C=CC(=C1)OC1=NC=CC2=C1C=CO2)C2=C(C(NC(N2)=O)=O)C